ClC1=CC(=C(C=N1)C#CC=1C(=CC(=NC1)C(=O)OC)C)C=O methyl 5-((6-chloro-4-formylpyridin-3-yl)ethynyl)-4-methylpicolinate